CC1=CC2=C(C3=CC=CC=C3C(=C2C=C1C)OCCCCCC)OCCCCCC 2,3-dimethyl-9,10-di(n-hexoxy)anthracene